1-((3-Cyanopyrazolo[1,5-a]pyridin-5-yl)methyl)-1-isopropyl-3-(4-(trifluoromethoxy)phenyl)urea C(#N)C=1C=NN2C1C=C(C=C2)CN(C(=O)NC2=CC=C(C=C2)OC(F)(F)F)C(C)C